(1r,3r)-3-(cyanoamino)-N-(1-methyl-3-phenyl-1H-pyrazol-5-yl)cyclobutane-1-carboxamide C(#N)NC1CC(C1)C(=O)NC1=CC(=NN1C)C1=CC=CC=C1